ClC1=CC(=C(C2=C1OC1(CCC(CC1)C[N+](C)(C)[O-])O2)C)C(=O)OC 1-(7-chloro-5-(methoxycarbonyl)-4-methylspiro[benzo[d][1,3]dioxole-2,1'-cyclohexan]-4'-yl)-N,N-dimethylmethanamine oxide